2,5-bis(isocyanatomethyl)norbornene N(=C=O)CC=1C2CC(C(C1)C2)CN=C=O